CC=1OC(=CC1C(=O)NC1=NC(=NS1)CCl)C1=CC(=CC=C1)OC(F)F 2-Methyl-5-(3-(difluoromethoxy)phenyl)-N-(3-(chloromethyl)-1,2,4-thiadiazol-5-yl)furan-3-Formamide